C(C)(=O)OCCCC\C=C\CCCCCCCCCC (E)-5-hexadecenyl acetate